(2-chlorophenyl)(phenyl)-methanone ClC1=C(C=CC=C1)C(=O)C1=CC=CC=C1